[3-[5-bromo-6-fluoro-2-[2-[(1S)-1-methoxyethyl]-5-morpholino-3-pyridyl]-1H-indol-3-yl]-2,2-dimethyl-propoxy]-tert-butyl-diphenyl-silane BrC=1C=C2C(=C(NC2=CC1F)C=1C(=NC=C(C1)N1CCOCC1)[C@H](C)OC)CC(CO[Si](C1=CC=CC=C1)(C1=CC=CC=C1)C(C)(C)C)(C)C